(13E,17E)-1-bromo-10-((8Z,11Z)-heptadeca-8,11-dien-1-yl)-8,8,14,18,22-pentamethyl-7,9,11-trioxa-8-silatricosa-13,17,21-triene BrCCCCCCO[Si](OC(OC\C=C(\CC\C=C(\CCC=C(C)C)/C)/C)CCCCCCC\C=C/C\C=C/CCCCC)(C)C